Tert-Butyl ((3S,4S)-8-(5-bromo-3-chloropyrazin-2-yl)-3-methyl-2-oxa-8-azaspiro[4.5]decan-4-yl)carbamate BrC=1N=C(C(=NC1)N1CCC2([C@@H]([C@@H](OC2)C)NC(OC(C)(C)C)=O)CC1)Cl